CC1=C(SC(=C1)C1=NOC(C1)(C1=C(C=C(C=C1F)F)F)C(F)(F)F)C(=O)O 3-methyl-5-(5-(trifluoromethyl)-5-(2,4,6-trifluorophenyl)-4,5-dihydroisoxazol-3-yl)thiophene-2-carboxylic acid